C(CC)S(=O)(=O)CCC di-n-propyl sulfone